C(C)(C)(C)OC(=O)N1[C@@H](CC(CC1)NC)C1=CC(=CC=C1)F (2S)-2-(3-fluorophenyl)-4-(methylamino)piperidine-1-carboxylic acid tert-butyl ester